2'-Fluoro-4'-methoxy-5'-(((1S,2R,3S,4R)-3-((3-(pentafluoro-λ6-sulfaneyl)phenyl)carbamoyl)bicyclo[2.2.1]heptan-2-yl)carbamoyl)-[1,1'-biphenyl]-4-carboxylic acid FC1=C(C=C(C(=C1)OC)C(N[C@@H]1[C@H]2CC[C@@H]([C@@H]1C(NC1=CC(=CC=C1)S(F)(F)(F)(F)F)=O)C2)=O)C2=CC=C(C=C2)C(=O)O